NC=1CCC(=C2C(C3=CC=CC=C3C(C12)=O)=O)N 1,4-diamino-2,3-dihydro-anthraquinone